1,2,3,4-hexanetetracarboxylic acid C(C(C(C(CC)C(=O)O)C(=O)O)C(=O)O)C(=O)O